FC1=CC2=C(N(C(=N2)OC)C(=O)NCCCC2=CC=CC=C2)C=C1N1CCN(CC1)C1CN(C1)C 5-fluoro-2-methoxy-6-(4-(1-methylazetidin-3-yl)piperazin-1-yl)-N-(3-phenyl-propyl)-1H-benzo[d]imidazole-1-carboxamide